Tert-butyl 2-(5-methoxy-2-ethyl-4-nitrophenyl)-2,7-diazaspiro[3.5]nonane-7-carboxylate COC=1C(=CC(=C(C1)N1CC2(C1)CCN(CC2)C(=O)OC(C)(C)C)CC)[N+](=O)[O-]